ethyl methanesulfonate (ethylmethanesulfonate) C(C)CS(=O)(=O)O.CS(=O)(=O)OCC